7-chloro-4-(3-hydroxyazetidin-1-yl)-1-phenylquinazolin-2(1H)-one ClC1=CC=C2C(=NC(N(C2=C1)C1=CC=CC=C1)=O)N1CC(C1)O